CC1=CC=C(C(=O)C2=C(C(=C3C=C(C=CN23)C(=O)OC(C)C)C(=O)OC)C(=O)OC)C=C1 7-Isopropyl 1,2-dimethyl 3-(4-methylbenzoyl)indolizine-1,2,7-tricarboxylate